2-(4-Chlorophenyl)-2-(1-Cyclopropylethyl)Oxirane ClC1=CC=C(C=C1)C1(OC1)C(C)C1CC1